C1(CCCCC1)C(C(=O)OC)C(CC1=CC(=CC=C1)OC)OS(=O)(=O)C methyl 2-cyclohexyl-4-(3-methoxyphenyl)-3-((methylsulfonyl)oxy)butanoate